BrC1=CC=2N=CN=C(C2N=C1)NCC1=C(C=C(C=C1)OC)OC 7-bromo-N-(2,4-dimethoxybenzyl)pyrido[3,2-d]pyrimidin-4-amine